FC1=NN(C=C1C1=NC=2C(=NC=CC2N2CC3CCC(C2)N3C(=O)[C@H]3[C@@H](C3)F)N1)C (3-(2-(3-fluoro-1-methyl-1H-pyrazol-4-yl)-3H-imidazo[4,5-b]pyridin-7-yl)-3,8-diazabicyclo[3.2.1]oct-8-yl)((1s,2r)-2-fluorocyclopropyl)methanone